BrC1=C(C=C(C=C1)OC)C(=O)C1=CC(=CC=C1)OC (2-bromo-5-methoxyphenyl)(3-methoxyphenyl)methanone